C(C)(C)(C)OOC(=O)C1(C(=O)C2=CC=CC=C2)CC(=CC=C1)C(=O)OOC(C)(C)C 1,3-bis(t-butyldioxycarbonyl)benzophenone